2-(7-(2,3-dichloro-6-methoxyphenyl)imidazo[1,2-a]pyridin-2-yl)-7-azaspiro[3.5]non-1-ene-7-carboxylic acid tert-butyl ester C(C)(C)(C)OC(=O)N1CCC2(CC(=C2)C=2N=C3N(C=CC(=C3)C3=C(C(=CC=C3OC)Cl)Cl)C2)CC1